1-amino-5-isopropyl-N-(1-(3,3,3-trifluoropropyl)-1H-pyrazol-3-yl)-5,6,7,8-tetrahydropyrimido[5'',4'':4',5']pyrrolo[3',2':3,4]azepino[1,2-a]indole-11-carboxamide NC1=NC=NC2=C1C1=C(CCCN3C1=CC=1C=CC(=CC31)C(=O)NC3=NN(C=C3)CCC(F)(F)F)N2C(C)C